4-[(6RS)-6-[(tert-butyldiphenylsilyl)oxy]-6-cyclopropyl-1,4-oxazepan-4-yl]-6-[(1S)-1-[(2S,4R)-4-fluoro-1-methylpyrrolidin-2-yl]ethoxy]-1,3,5-triazine-2-carbonitrile [Si](C1=CC=CC=C1)(C1=CC=CC=C1)(C(C)(C)C)O[C@@]1(CN(CCOC1)C1=NC(=NC(=N1)O[C@@H](C)[C@H]1N(C[C@@H](C1)F)C)C#N)C1CC1 |&1:18|